C(C)(C)(C)C=1C(=NN2C1C=NCC2)C(NC(C)C)=O tert-butyl-2-(isopropylcarbamoyl)-6,7-dihydropyrazolo[1,5-a]pyrazine